NC=1C=C(C=CC1)CCS(=O)(=O)O 3-amino-benzeneethanesulfonic acid